ClC1=NC=C(C(=N1)C=1C=C2C(=CC(=NC2=C(C1)F)C)C#N)F 6-(2-chloro-5-fluoropyrimidin-4-yl)-8-fluoro-2-methylquinoline-4-carbonitrile